(1R)-1-(2-fluoro-3-difluoromethylphenyl)ethylamine hydrochloride Cl.FC1=C(C=CC=C1C(F)F)[C@@H](C)N